tert-Butyl 4-(1-(trimethylstannyl)vinyl)piperidine-1-carboxylate C[Sn](C(=C)C1CCN(CC1)C(=O)OC(C)(C)C)(C)C